C(C)(C)OC=1C=2N(C=NC1C=1C=NNC1)N=C(N2)N[C@H](C(F)(F)F)C (S)-8-Isopropoxy-7-(1H-pyrazol-4-yl)-N-(1,1,1-trifluoropropan-2-yl)-[1,2,4]triazolo[1,5-c]pyrimidin-2-amine